FC=1C=C(C#N)C=CC1COC1=NC(=CC=C1)N1CCC(CC1)=O 3-fluoro-4-[[6-(4-oxo-1-piperidinyl)-2-pyridinyl]oxymethyl]benzonitrile